C(#N)C1=C(C=C(C=2N=CSC21)C2=CC=C(C=C2)OC(F)(F)F)NC(C=C)=O N-(7-Cyano-4-(4-(trifluoromethoxy)phenyl)benzo[d]thiazol-6-yl)acrylamide